6-(3-phenylpropoxy)-2-(pyridin-3-yl)-1H-inden-1-one C1(=CC=CC=C1)CCCOC1=CC=C2C=C(C(C2=C1)=O)C=1C=NC=CC1